FC=1C=C(OC=2C=CC(=NC2)NC(N(C[C@@](C(F)(F)F)(C)O)C)=O)C=C(C1)F 3-[5-(3,5-difluorophenoxy)-2-pyridyl]-1-methyl-1-[(2R)-3,3,3-trifluoro-2-hydroxy-2-methyl-propyl]urea